ClC=1C=CC(=C(C1)N1CON(CO1)C(C(=O)NC=1C=C2CN(C(C2=CC1)=O)C)CC1=CC=CC=C1)N1N=NN=C1 2-(4-(5-chloro-2-(1H-tetrazol-1-yl)phenyl)-2,5-dioxapiperazin-1-yl)-N-(2-methyl-1-oxoisoindolin-5-yl)-3-phenylpropionamide